pinane diborate B(O)(O)OB(O)O.C12C(CCC(C1(C)C)C2)C